OC1O[C@@H]([C@H]([C@@H]([C@H]1O)OCC(=O)N)O)CO ((3R,4S,5R,6R)-2,3,5-trihydroxy-6-(hydroxymethyl)tetrahydro-2H-pyran-4-yloxy)acetamide